C1(=CC=CC=C1)C1(C(C(=O)OCC)O1)C ETHYL 2,3-EPOXY-3-PHENYLBUTANOATE